2-(dispiro[2.0.24.13]heptan-7-yl)acetic acid C1CC12C1(CC1)C2CC(=O)O